perdeuteroethane [2H]C(C([2H])([2H])[2H])([2H])[2H]